(R)-6-(2-(Dimethylamino)ethoxy)-N-(tetrahydrofuran-3-yl)-1,2,3,4-tetrahydroisoquinolin-8-amine hydrochloride Cl.CN(CCOC=1C=C2CCNCC2=C(C1)N[C@H]1COCC1)C